C(#N)N1C(CC(C1)OC)(C(=O)N(C1=CC=C(C=C1)S(F)(F)(F)(F)F)C(C(=O)NC1CCC(CC1)(F)F)C=1C=NC=C(C1)F)C 1-cyano-N-[2-[(4,4-difluorocyclohexyl)amino]-1-(5-fluoro-3-pyridyl)-2-oxo-ethyl]-4-methoxy-2-methyl-N-[4-(pentafluoro-λ6-sulfanyl)phenyl]pyrrolidine-2-carboxamide